CC1=C(C=CC=C1)S(=O)(=O)N1N=C(C=C1)C(=O)NCC1=NN(C=C1)C 1-(2-methylbenzene-1-sulfonyl)-N-[(1-methyl-1H-pyrazol-3-yl)methyl]-1H-pyrazole-3-carboxamide